C(CCC)OC(CN1C=NC(=C1Br)C1=CC=C(C=C1)Cl)=O.OC1=C(C=CC=C1)CC(=O)N 2-(2-hydroxyphenyl)acetamide butyl-2-[5-bromo-4-(4-chlorophenyl)imidazol-1-yl]Acetate